O1C2=C(C(C=C1)=O)C=CC1=CC=CC=C12 4H-naphtho[1,2-b]pyran-4-one